fluoro-4-(pyrrolidin-1-ylmethyl)benzaldehyde FC1=C(C=O)C=CC(=C1)CN1CCCC1